N-(tert-Butoxycarbonyl)-O-(cis-3-(2-(5,6,7,8-tetrahydro-1,8-naphthyridin-2-yl)ethyl)cyclobutyl)homoserine C(C)(C)(C)OC(=O)N[C@@H](CCO[C@@H]1C[C@@H](C1)CCC1=NC=2NCCCC2C=C1)C(=O)O